FC=1C(=C(C=CC1)NC1=CC(=NC=C1C(=O)NOC)NC1=NC(=CC=C1)F)N(S(=O)(=O)C)C 4-((3-fluoro-2-(N-methylmethanesulfonamido)phenyl)amino)-6-((6-fluoropyridin-2-yl)amino)-N-methoxynicotinamide